6-methyl-N2-(1-methyl-1H-pyrazol-4-yl)-5-(1,3,4-oxadiazol-2-yl)-N4-((1s,4s)-4-(piperazin-1-yl)cyclohexyl)pyrimidine-2,4-diamine 2,2,2-trifluoroacetate salt FC(C(=O)O)(F)F.CC1=C(C(=NC(=N1)NC=1C=NN(C1)C)NC1CCC(CC1)N1CCNCC1)C=1OC=NN1